1-(5-bromo-2,2-dimethyl-2H-chromen-8-yl)ethanone BrC1=C2C=CC(OC2=C(C=C1)C(C)=O)(C)C